bis(4-hydroxy-2,5-dimethylphenyl)-3,4-dihydroxyphenyl-methane OC1=CC(=C(C=C1C)C(C1=CC(=C(C=C1)O)O)C1=C(C=C(C(=C1)C)O)C)C